(R/S)-methylbenzylammonium bromide [Br-].C[NH2+]CC1=CC=CC=C1